(3-Hydroxy-3-(o-tolyl)cyclobutyl)(methyl)carbamic acid tert-butyl ester C(C)(C)(C)OC(N(C)C1CC(C1)(C1=C(C=CC=C1)C)O)=O